N-(3-bromo-2-methylphenyl)-2,5-dichlorobenzenesulfonamide BrC=1C(=C(C=CC1)NS(=O)(=O)C1=C(C=CC(=C1)Cl)Cl)C